NC1=C2NC(=NC2=NC=N1)N 6,8-diaminopurine